17-(tetracos-15-enoyloxy)-heptadecanoic acid C(CCCCCCCCCCCCCC=CCCCCCCCC)(=O)OCCCCCCCCCCCCCCCCC(=O)O